4-bromo-1-(1,2,4-triazol-1-yl)isoquinoline BrC1=CN=C(C2=CC=CC=C12)N1N=CN=C1